FC1=C(C(=O)NC2=CC=C3C(=N2)NC(=C3)C3=C(C=CC=C3)C(F)(F)F)C=CC=C1 2-fluoro-N-(2-(2-(trifluoromethyl)phenyl)-1H-pyrrolo[2,3-b]pyridin-6-yl)benzamide